C(C)C1=C(OCC2=NNC(N2)=O)C=CC=C1 3-[(2-ethylphenoxy)methyl]-1H-1,2,4-triazol-5(4H)-one